O=C1OC2=C(N1C)C=CC=C2 2-oxo-3-methyl-1,3-benzoxazole